4-(benzyloxy)-2,2-dimethylbutan-1-ol C(C1=CC=CC=C1)OCCC(CO)(C)C